NC1=NC=CC=2N1C(=NC2C2CN(CCC2)CC#CC)C2=NC=C(C(=O)NC1=NC=CC(=C1)C1CC1)C=C2 6-(5-amino-1-(1-(but-2-ynyl)piperidin-3-yl)imidazo[1,5-c]pyrimidin-3-yl)-N-(4-cyclopropylpyridin-2-yl)nicotinamide